(S)-2-(4-methyl-4H-1,2,4-triazol-3-yl)-3'-(5-((3-methylpiperidin-1-yl)methyl)-7-(trifluoromethyl)benzo[d]Oxazol-2-yl)-[1,1'-biphenyl] CN1C(=NN=C1)C1=C(C=CC=C1)C1=CC(=CC=C1)C=1OC2=C(N1)C=C(C=C2C(F)(F)F)CN2C[C@H](CCC2)C